FC1=CC=C(C=C1)C#C[Si](C)(C)C ((4-fluorophenyl)ethynyl)trimethylsilane